(2-((2,4-dichlorophenoxy)methyl)pyridin-4-yl)methanol tert-butyl-4-(4-amino-3-methyl-phenyl)sulfonylpiperidine-1-carboxylate C(C)(C)(C)C1N(CCC(C1)S(=O)(=O)C1=CC(=C(C=C1)N)C)C(=O)OCC1=CC(=NC=C1)COC1=C(C=C(C=C1)Cl)Cl